C1(=CC=CC=C1)CCOC1=C(C=CC=C1)O (phenylethyloxy)phenol